C(C)(C)(C)OC(C1=CC(=CC=C1)CN1N=C2C(=C1C1=C(C=CC=C1)C)CN(C2)C)=O 3-((5-methyl-3-(o-tolyl)-5,6-dihydropyrrolo[3,4-c]pyrazol-2(4H)-yl)methyl)benzoic acid tert-butyl ester